ClC1=C(C=CC=C1C1=C2C=NN(C2=CC=C1)C1=CC(=C(C(=C1)OC)C=O)OC)C1=CC=C(C(=N1)OC)CN(C(OC(C)(C)C)=O)[C@@H]1C[C@@H](C1)O tert-butyl ((6-(2-chloro-3-(1-(4-formyl-3,5-dimethyloxyphenyl)-1H-indazol-4-yl)phenyl)-2-methoxypyridin-3-yl)methyl)(cis-3-hydroxycyclobutyl)carbamate